1-methyl-2-[4-[(4,4,5,5-tetramethyl-1,3,2-dioxaborolan-2-yl)methyl]phenyl]-4-(trifluoromethyl)imidazole CN1C(=NC(=C1)C(F)(F)F)C1=CC=C(C=C1)CB1OC(C(O1)(C)C)(C)C